(R)-N-(((R)-3-methyl-1,2,3,5,6,7-hexahydro-s-indacen-4-yl)carbamoyl)-6,7-dihydro-5H-pyrazolo[5,1-b][1,3]oxazine-3-sulfonimidamide C[C@@H]1CCC2=CC=3CCCC3C(=C12)NC(=O)N[S@](=O)(=N)C=1C=NN2C1OCCC2